FC(S(=O)(=O)[O-])(F)F.N1C=[NH+]C2=C1C=CC=C2 1H-benzimidazol-3-ium trifluoromethanesulfonate